C(CC)OC(=O)C1=C(N=C(S1)NCC[C@@H](CCCNC)NC(C1=CC(=CC=C1)C1=NOC(=N1)C)=O)C (R)-4-methyl-2-(3-(3-(5-methyl-1,2,4-oxadiazol-3-yl)benzoylamino)-6-(methylamino)hexanylamino)thiazole-5-carboxylic acid propyl ester